C1(=CCCCC1)C=1C=CN=C2C=CC(=NC12)C=1C=C(C=CC1)S(=O)(=O)N 3-[8-(cyclohex-1-en-1-yl)-1,5-naphthyridin-2-yl]benzene-1-sulfonamide